CN(C=1SC2=C(N1)COC=1C=C(C=CC12)N1N=CC=N1)C1CC(NC(C1)(C)C)(C)C N-Methyl-N-(2,2,6,6-tetramethylpiperidin-4-yl)-7-(2H-1,2,3-triazol-2-yl)-4H-chromeno[3,4-d]thiazol-2-amine